2-(2-((5-(3-(aminomethyl)phenyl)-7-methoxybenzofuran-3-yl)methoxy)phenyl)acetic acid NCC=1C=C(C=CC1)C=1C=C(C2=C(C(=CO2)COC2=C(C=CC=C2)CC(=O)O)C1)OC